C[C@@H]1OC[C@H]1OC1=NNC=C1 [(2S,3R)-2-methyloxetan-3-yl]oxy-pyrazol